(R,S)-4-oxo-4-((1-oxo-1-(((phenyl-d5)methyl-d2)amino)propan-2-yl)amino)butanoic acid-2,2,3,3-d4 O=C(C(C(C(=O)O)([2H])[2H])([2H])[2H])N[C@@H](C(NC([2H])([2H])C1=C(C(=C(C(=C1[2H])[2H])[2H])[2H])[2H])=O)C